C(C1=CC=CC=C1)N1[C@H]2[C@@H](OCC1)CN(CC2)CC(C(=O)OC(C)(C)C)(C)C tert-butyl 3-((4aS,8aR)-1-benzylhexahydro-1H-pyrido[3,4-b][1,4]oxazin-6(7H)-yl)-2,2-dimethylpropionate